(3R)-3-amino-5-[(4-chlorophenyl)methyl]-8-fluoro-7-[5-(4-methyl-1-methylsulfonyl-4-piperidyl)-1,3,4-oxadiazol-2-yl]-1,1-dioxo-2,3-dihydro-1lambda6,5-benzothiazepin-4-one N[C@H]1CS(C2=C(N(C1=O)CC1=CC=C(C=C1)Cl)C=C(C(=C2)F)C=2OC(=NN2)C2(CCN(CC2)S(=O)(=O)C)C)(=O)=O